(S)-2-(4-(6-((4-chloro-2-fluorobenzyl)oxy)-3,5-difluoropyridin-2-yl)-3-fluorobenzyl)-1-(oxetan-2-ylmethyl)-1H-benzo[d]imidazole-6-carboxylic acid ClC1=CC(=C(COC2=C(C=C(C(=N2)C2=C(C=C(CC3=NC4=C(N3C[C@H]3OCC3)C=C(C=C4)C(=O)O)C=C2)F)F)F)C=C1)F